[OH-].[Mg+2].[OH-].C([O-])([O-])=O.[Mg+2] magnesium carbonate hydroxide magnesium hydroxide